4-(5-methylpiperidin-2-yl)Cyclohex-3-Enol CC1CCC(NC1)C1=CCC(CC1)O